C(C1=CC=CC=C1)O[C@H]1C(O[C@@H]([C@H]([C@@H]1OCC1=CC=CC=C1)OCC1=CC=CC=C1)CO[Si](C1=CC=CC=C1)(C1=CC=CC=C1)C(C)(C)C)O (3R,4S,5R,6R)-3,4,5-tris(benzyloxy)-6-(((tert-butyldiphenylsilyl)oxy)methyl)tetrahydro-2H-pyran-2-ol